ClC=1C(=NC(=NC1)N[C@H]1[C@@H](C=2N(CC1)N=C(C2)COC)O)C=2C=C(C1=C(N(C(=N1)C)C(C)C)C2)F |r| rac-(4S,5R)-5-((5-chloro-4-(4-fluoro-1-isopropyl-2-methyl-1H-benzo[d]imidazol-6-yl)pyrimidin-2-yl)amino)-2-(methoxymethyl)-4,5,6,7-tetrahydropyrazolo[1,5-a]pyridin-4-ol